3-oxoisoindoline-5-carboxamide O=C1NCC2=CC=C(C=C12)C(=O)N